N-hexadecyl-N,N-trimethylammonium bromide CCCCCCCCCCCCCCCC[N+](C)(C)C.[Br-]